C1(CC1)S(=O)(=O)N1N=CC(=C1)C1=NC=CC(=N1)NC1=NC=C(C(=O)N[C@H](C(F)(F)F)C(C)C)C(=C1)NC(C)C (S)-6-((2-(1-(cyclopropylsulfonyl)-1H-pyrazol-4-yl)pyrimidin-4-yl)amino)-4-(isopropylamino)-N-(1,1,1-trifluoro-3-methylbutan-2-yl)nicotinamide